OC(C#CC1=CC2=C(OC[C@@H](C(N2C)=O)NC(=O)C=2N=C3SC=C(N3C2)C(C)C)C=C1)(C)C (S)-N-(7-(3-hydroxy-3-methylbut-1-yn-1-yl)-5-methyl-4-oxo-2,3,4,5-Tetrahydrobenzo[b][1,4]oxazepine-3-yl)-3-isopropylimidazo[2,1-b]thiazole-6-carboxamide